CN1N=C(C2=CC=C(C=C12)N[C@@H]1[C@H](CC2(CNC2)CC1)C)C1C(NC(CC1)=O)=O 3-(1-methyl-6-(((6S,7S)-6-methyl-2-azaspiro[3.5]non-7-yl)amino)-1H-indazol-3-yl)piperidine-2,6-dione